Europium(III) oxide [O-2].[Eu+3].[O-2].[O-2].[Eu+3]